1-(2-chloro-4-fluoro-3-methylphenyl)-2,5-dimethyl-6-oxo-1,6-dihydropyrimidin-4-yl-4-methylbenzene-1-sulfonic acid ClC1=C(C=CC(=C1C)F)N1C(=NC(=C(C1=O)C)C1=C(C=CC(=C1)C)S(=O)(=O)O)C